ClC1=C(C=CC=C1)N1N=C(C=C1C1=CC(=CC=C1)OC1CC1)CO[C@@](C(=O)O)(CC)C (2R)-2-([1-(2-Chlorophenyl)-5-(3-cyclopropoxyphenyl)-1H-pyrazol-3-yl]methoxy)-2-methylbutanoic acid